gamma-piperazinylpropyl-triethoxysilane N1(CCNCC1)CCC[Si](OCC)(OCC)OCC